N-(phosphono-methyl)glycine P(=O)(O)(O)CNCC(=O)O